N-((4-((2-morpholinoethyl)amino)-3-nitrophenyl)sulfonyl)benzamide O1CCN(CC1)CCNC1=C(C=C(C=C1)S(=O)(=O)NC(C1=CC=CC=C1)=O)[N+](=O)[O-]